C(#N)CCCC1=CNC2=NC=CC(=C21)OC2=C(C=C(C=C2F)NC(=O)NCC2(COC2)C(C)C)F N-(4-{[3-(3-cyanopropyl)-1H-pyrrolo[2,3-b]pyridin-4-yl]oxy}-3,5-difluorophenyl)-N'-{[3-(propan-2-yl)oxetan-3-yl]methyl}urea